C(C)(C)(C)OC(=O)N1CCC2(CC1)[C@@H](C1=CC=CC=C1C2)N[S@](=O)C(C)(C)C (S,R)-1-(tert-butylsulfinamido)-1,3-dihydrospiro[indene-2,4'-piperidine]-1'-carboxylic acid tert-butyl ester